3-methoxy-aniline COC=1C=C(N)C=CC1